4-(2-chloro-4-fluorophenyl)-1,3-dimethyl-N-(4-methyl-2-nitrophenyl)-1H-pyrazol-5-amine ClC1=C(C=CC(=C1)F)C=1C(=NN(C1NC1=C(C=C(C=C1)C)[N+](=O)[O-])C)C